FC(OC1=CC=C(C=C1)N(C1CCN(CC1)C(=O)C12CC(C1)(C2)C#N)C=2C=NC=CC2OC)F 3-(4-((4-(Difluoromethoxy)phenyl)(4-methoxypyridin-3-yl)amino)piperidine-1-carbonyl)bicyclo[1.1.1]pentane-1-carbonitrile